[N+](=O)([O-])C1=C(C=CC(=C1)[N+](=O)[O-])ON O-(2,4-Dinitrophenyl)hydroxylamin